(R)-3-(1-(2,3-dichloro-4-(pyrazin-2-yl)phenyl)-2,2,2-trifluoroethyl)-1-methyl-1-(1-methylpiperidin-4-yl)urea ClC1=C(C=CC(=C1Cl)C1=NC=CN=C1)[C@H](C(F)(F)F)NC(N(C1CCN(CC1)C)C)=O